C(=O)OC1=C(C(=CC(=C1)N1N=CC=N1)F)C=1N=C2N(C=CC(=N2)C2CC(NC(C2)(C)C)(C)C)C1 3-fluoro-2-(7-(2,2,6,6-tetramethylpiperidin-4-yl)imidazo[1,2-a]pyrimidin-2-yl)-5-(2H-1,2,3-triazol-2-yl)phenol formate